3-(2-amino-[1,2,4]triazolo[1,5-a]pyridin-7-yl)-N-(3-cyclohexyl-3-hydroxypropyl)-2-fluoro-6-methylbenzamide NC1=NN2C(C=C(C=C2)C=2C(=C(C(=O)NCCC(O)C3CCCCC3)C(=CC2)C)F)=N1